CS(=O)(=O)[O-].C(CC)[N+]1(CCCCC1)CCCC 1-Propyl-1-butylpiperidinium methansulfonat